di-melamine orthophosphate P(=O)(O)(O)O.N1=C(N)N=C(N)N=C1N.N1=C(N)N=C(N)N=C1N